7-(trifluoromethyl)-5,6,7,8-tetrahydroimidazo[1,2-a]pyridine FC(C1CC=2N(CC1)C=CN2)(F)F